3-(3-methyl-1H-indazol-5-yl)imidazo[1,2-b]pyridazine CC1=NNC2=CC=C(C=C12)C1=CN=C2N1N=CC=C2